N-(3-methoxyphenyl)-4-oxo-1H-quinoline-3-carboxamide COC=1C=C(C=CC1)NC(=O)C1=CNC2=CC=CC=C2C1=O